CN1N=CC=C1 1-methylpyrazol